ClC1=CC=C(C(=O)N(C)C(C)C2=CNC(C3=CC(=C(C=C23)F)F)=O)C=C1 4-Chloro-N-(1-(6,7-difluoro-1-oxo-1,2-dihydroisoquinolin-4-yl)ethyl)-N-methylbenzamide